(1R,3R,5R)-N-((R)-cyclopropyl(2,5-difluoro-4-(trifluoromethyl)phenyl)methyl)-2-((6-(trifluoromethyl)-2-pyridinyl)carbonyl)-2-azabicyclo[3.1.0]hexane-3-carboxamide C1(CC1)[C@@H](NC(=O)[C@@H]1N([C@@H]2C[C@@H]2C1)C(=O)C1=NC(=CC=C1)C(F)(F)F)C1=C(C=C(C(=C1)F)C(F)(F)F)F